COC1=CC=C(CN2N=CC3=C(C2=O)C(=NN3C(COCCC(N3CCN(CC3)C3=NC=C(C=N3)C(F)(F)F)=O)C)C(F)(F)F)C=C1 5-(4-methoxybenzyl)-1-(1-(3-oxo-3-(4-(5-(trifluoromethyl)pyrimidin-2-yl)piperazin-1-yl)propoxy)propan-2-yl)-3-(trifluoromethyl)-1,5-dihydro-4H-pyrazolo[3,4-d]pyridazin-4-one